C(C)OC(=O)C=1C=NN2C1N=C(C=C2C(F)(F)F)C=2SC=CC2 5-(thiophene-2-yl)-7-(trifluoromethyl)pyrazolo[1,5-a]pyrimidine-3-carboxylic acid ethyl ester